2-(4-methoxybenzyl)-6-(phenylsulfonyl)phthalazin-1(2H)-one COC1=CC=C(CN2C(C3=CC=C(C=C3C=N2)S(=O)(=O)C2=CC=CC=C2)=O)C=C1